FC=1C=C2CCC(C2=C(C1)F)=O 5,7-Difluoro-1-indanone